2'-Oxo-6'-(3-(piperidin-1-yl)phenyl)-1',4'-dihydro-2'H-spiro[pyrrolidine-3,3'-quinoline]-1-carbonitrile O=C1NC2=CC=C(C=C2CC12CN(CC2)C#N)C2=CC(=CC=C2)N2CCCCC2